NC=1C(=NC(=CC1Cl)Cl)C(=O)N 3-amino-4,6-dichloropicolinamide